O1CCOC2=C1C=CC(=C2)C=2CSC1=CC(=CC=C1C2C2=CC=C(C=C2)O[C@@H]2CN(CC2)CCCF)O 3-(2,3-Dihydro-1,4-benzodioxin-6-yl)-4-[4-[(3S)-1-(3-fluoropropyl)pyrrolidin-3-yl]oxyphenyl]-2H-thiochromen-7-ol